COC(=O)C=1C=C2C(=NC1)C1=C(N2C(C2CCOCC2)C2=NC=C(C=C2)F)C=C(S1)C1=C(N=NN1C)C 2-(1,4-dimethyl-1H-1,2,3-triazol-5-yl)-4-((5-fluoropyridin-2-yl)(tetrahydro-2H-pyran-4-yl)methyl)-4H-thieno[2',3':4,5]pyrrolo[3,2-b]pyridine-6-carboxylic acid methyl ester